2-tert-butyl-4-methyl-6-(2-acryloyloxy-3-tert-butyl-5-methylbenzyl)phenol C(C)(C)(C)C1=C(C(=CC(=C1)C)CC1=C(C(=CC(=C1)C)C(C)(C)C)OC(C=C)=O)O